FC1=C(C=CC(=C1)OC1=NN(C=C1)C=1C=NC(=NC1)OC)NC1=NC=NC2=CC(=C(C=C12)NC1CCN(CC1)C(=O)OC(C)(C)C)OC tert-butyl 4-((4-((2-fluoro-4-((1-(2-methoxypyrimidin-5-yl)-1H-pyrazol-3-yl)oxy)phenyl)amino)-7-methoxyquinazolin-6-yl)amino)piperidine-1-carboxylate